6-methyl-N-[rac-(2S)-6-[4-(2-amino-2-oxo-ethyl)piperazin-1-yl]-2-(hydroxymethyl)-2-methyl-3H-furo[2,3-b]pyridin-5-yl]pyrazolo[1,5-a]pyrimidine-3-carboxamide CC=1C=NC=2N(C1)N=CC2C(=O)NC=2C=C1C(=NC2N2CCN(CC2)CC(=O)N)O[C@](C1)(C)CO |r|